FC1=C(C(=CC=C1)F)C1=NC(=C2N1CCNC2=O)NC2=CC=C(C=C2)C(C(=O)O)(C)C 2-(4-((3-(2,6-difluorophenyl)-8-oxo-5,6,7,8-tetrahydroimidazo[1,5-a]pyrazin-1-yl)amino)phenyl)-2-methylpropanoic acid